C1(CC1)C=1C(=NC=C(C1)C(F)(F)F)N1CCN(CC1)C(=O)C1CC(C1)NC(OC(C)(C)C)=O Tert-butyl ((1R,3R)-3-(4-(3-cyclopropyl-5-(trifluoromethyl)pyridin-2-yl)piperazine-1-carbonyl)cyclobutyl)carbamate